CC=1C(=NC(=NC1)NC1=CC(=CC=C1)N1CCOCC1)N1CCC2(CCNC2=O)CC1 8-(5-methyl-2-((3-morpholinophenyl)amino)pyrimidin-4-yl)-2,8-diazaspiro[4.5]decan-1-one